2-(4-(2-(3,4-dimethoxyphenyl)-3-(2,2,2-trifluoroethyl)-1H-indol-5-yl)piperidin-1-yl)-1-(4-(pyridin-4-yl)piperazin-1-yl)ethan-1-one COC=1C=C(C=CC1OC)C=1NC2=CC=C(C=C2C1CC(F)(F)F)C1CCN(CC1)CC(=O)N1CCN(CC1)C1=CC=NC=C1